CC1=CC=C(C=C1)S(=O)(=O)OCC(C)(C)C neopentyl 4-methylbenzenesulfonate